ClC1=C(CN=[N+]=[N-])C(=CC=C1)F 2-chloro-6-fluorobenzyl azide